OC1(C[C@H]2CC[C@@H](C1)N2C(=O)OC(C)(C)C)CO tert-butyl (1R,3S,5S)-3-hydroxy-3-(hydroxymethyl)-8-azabicyclo[3.2.1]octane-8-carboxylate